4-cyano-4'-dodecyloxybiphenyl C(#N)C1=CC=C(C=C1)C1=CC=C(C=C1)OCCCCCCCCCCCC